N-acetyl-2-(4-amino-1,3-dioxoisoindolin-2-yl)propanamide C(C)(=O)NC(C(C)N1C(C2=CC=CC(=C2C1=O)N)=O)=O